2-(6-methoxypyridin-3-yl)ethan-1-ol COC1=CC=C(C=N1)CCO